BrC1=CC=CC(=N1)C(C(=O)OCC)(C)C ethyl 2-(6-bromopyridin-2-yl)-2-methylpropionate